[Si](C)(C)(C(C)(C)C)OC=1C(=C(C=CC1)C1=CN=C(C=2N1C(C(N2)=CC=2OC=CC2)=O)CC2=CC(=CC=C2)C)F (3-((tert-Butyldimethylsilyl)oxy)-2-fluorophenyl)-2-(furan-2-ylmethylene)-8-(3-methylbenzyl)imidazo[1,2-a]pyrazin-3(2H)-one